N4-(4-(5,6-difluoro-1-methyl-1H-indol-3-yl)-7H-pyrrolo[2,3-d]pyrimidin-2-yl)-N1-(2-(dimethylamino)ethyl)-N1-methylbenzene-1,2,4-triamine FC=1C=C2C(=CN(C2=CC1F)C)C=1C2=C(N=C(N1)NC=1C=C(C(=CC1)N(C)CCN(C)C)N)NC=C2